FC(C#CC(=O)OC(C#CC(F)(F)F)=O)(F)F 4,4,4-trifluoro-2-butynoic acid anhydride